C(N)(O[C@@H]1C[C@@H](C1)N1N=C(C=2C1=NC(=NC2N2[C@@H](CCC2)CO[Si](C)(C)C(C)(C)C)Cl)C)=O ((cis)-3-(4-((S)-2-(((tert-butyldimethylsilyl) oxy) methyl) pyrrolidin-1-yl)-6-chloro-3-methyl-1H-pyrazolo[3,4-d]pyrimidin-1-yl) cyclobutyl) carbamate